C(C1=CC=CC=C1)OC=1C=C(C=CC1)C1(CCOCC1)C(=O)O 4-(3-benzyloxyphenyl)tetrahydropyran-4-carboxylic acid